4-propoxymandelic acid 4-ethoxyphenylpropanoate C(C)OC1=CC=C(C=C1)OC(CC)=O.C(CC)OC1=CC=C(C(C(=O)O)O)C=C1